6-benzyl-2,3,4,6-tetrahydropyrido[3,4-c][1,8]Naphthyridin-5(1H)-one C(C1=CC=CC=C1)N1C(C2=C(C=3C=CC=NC13)CCNC2)=O